C[NH+](C)C1=CC=CC=C1 N,N-dimethylphenylammonium